4,4,5-trimethyl-2-(4,4,5-trimethyl-1,3,2-dioxaborolan-2-yl)-1,3,2-dioxaborolane CC1(OB(OC1C)B1OC(C(O1)(C)C)C)C